CC1(CCN(CC1)C1=NC2=C(C=C(C=C2C(N1C)=O)C)[C@@H](C)NS(=O)(=O)C(C)(C)C)C (R)-N-((R)-1-(2-(4,4-dimethylpiperidin-1-yl)-3,6-dimethyl-4-oxo-3,4-dihydroquinazolin-8-yl)ethyl)-2-methylpropane-2-sulfonamide